C1=C(C=C(C=C1N)[O-])C(=O)O The molecule is a monohydroxybenzoate that is the conjugate base of 3-amino-5-hydroxybenzoic acid, obtained by deprotonation of the carboxy group. It is an aminobenzoate and a monohydroxybenzoate. It is a conjugate base of a 3-amino-5-hydroxybenzoic acid.